6-acetyl-2-((5-(6-(chloromethyl)-3,3-dimethyl-3,4-dihydroisoquinolin-2(1H)-yl)pyridin-2-yl)amino)-8-cyclopentyl-5-methylpyrido[2,3-d]pyrimidin-7(8H)-one C(C)(=O)C1=C(C2=C(N=C(N=C2)NC2=NC=C(C=C2)N2CC3=CC=C(C=C3CC2(C)C)CCl)N(C1=O)C1CCCC1)C